5-{4-[(1-{[5-fluoro-6-(propan-2-yl)pyridin-3-yl]carbamoyl}-D-prolyl)amino]phenyl}-6-methylpyridine-2-carboxylic acid FC=1C=C(C=NC1C(C)C)NC(=O)N1[C@H](CCC1)C(=O)NC1=CC=C(C=C1)C=1C=CC(=NC1C)C(=O)O